N-[(3-carbamoylphenyl)-methyl]-1,2-dihydroacenaphthylene-5-carboxamide C(N)(=O)C=1C=C(C=CC1)CNC(=O)C1=CC=C2CCC=3C=CC=C1C32